C12C(C3CC(CC(C1)C3)C2)NCC2=CC=C(OCC(O)C3=CC1=C(N(C(N1C)=O)C)C=C3)C=C2 5-[2-[4-[(2-adamantylamino)methyl]phenoxy]-1-hydroxyethyl]-1,3-dimethylbenzimidazol-2-one